C(C1=CC=CC=C1)(=O)N1CN(C=CC1)[C@H]1[C@@H]([C@@H]2O[Si](O[Si](OC[C@H]2O1)(C(C)C)C(C)C)(C(C)C)C(C)C)O 3-benzoyl-1-((6aR,8R,9R,9aS)-9-hydroxy-2,2,4,4-tetraisopropyltetra-hydro-6H-furo[3,2-f][1,3,5,2,4]trioxadisilocin-8-yl)pyrimidine